4-bromo-2-methylpyrazolo[1,5-a]pyrazine BrC=1C=2N(C=CN1)N=C(C2)C